2-amino-6-(2-ethoxyethoxy)-4-(6-(6-((6-methoxypyridin-3-yl)methyl)-3,6-diazabicyclo[3.1.1]Heptane-3-yl)pyridin-3-yl)pyrazolo[1,5-a]Pyridine-3-carbonitrile NC1=NN2C(C(=CC(=C2)OCCOCC)C=2C=NC(=CC2)N2CC3N(C(C2)C3)CC=3C=NC(=CC3)OC)=C1C#N